C(C)C1=NN=NN1C(=O)O 5-ethyl-1H-tetrazole-1-carboxylic acid